OC(CS(=O)(=O)O)CCCCCCCC 2-hydroxy-1-decanesulfonic acid